C(C)(C)(C)C1=NN(C(=C1)C(=O)O)C 3-tert-butyl-1-methyl-1H-pyrazole-5-carboxylic acid